(S)-Dibenzyl 2-(2-(4-(4-azidophenyl)-N-(benzyloxy)butanamido)acetamido)-pentanedioate N(=[N+]=[N-])C1=CC=C(C=C1)CCCC(=O)N(OCC1=CC=CC=C1)CC(=O)N[C@H](C(=O)OCC1=CC=CC=C1)CCC(=O)OCC1=CC=CC=C1